methyl N-[5-({4-[(2S)-2-({3'-[(dimethylamino)methyl]-[1,1'-biphenyl]-3-yl} formamido)propyl]piperazin-1-yl} sulfonyl)-4-methyl-1,3-thiazol-2-yl]carbamate CN(C)CC=1C=C(C=CC1)C1=CC(=CC=C1)C(=O)N[C@H](CN1CCN(CC1)S(=O)(=O)C1=C(N=C(S1)NC(OC)=O)C)C